(4-(2-(benzo[d]thiazol-2-ylamino)-2-oxoethyl)-2-fluorophenoxy)pyridine-3-carboxamide S1C(=NC2=C1C=CC=C2)NC(CC2=CC(=C(OC1=NC=CC=C1C(=O)N)C=C2)F)=O